FC1=C(C=C(C=C1)OC)C1=C(C=C(C=C1)COC1=NC=CC(=C1)[C@@H](CP(O)(=O)C)C)[C@H](C(C)(C)C)OC ((S)-2-(2-((2'-fluoro-5'-methoxy-2-((S)-1-methoxy-2,2-dimethylpropyl)-[1,1'-biphenyl]-4-yl)methoxy)pyridin-4-yl)propyl)(methyl)phosphinic acid